m-hydroxystyryl methyl ether COC=CC1=CC(=CC=C1)O